2-Octyl-2-dodecenal C(CCCCCCC)C(C=O)=CCCCCCCCCC